(R)-N-ethyl-N-(2,2,2-trifluoro-1-(4-fluorophenyl)ethyl)tetrahydro-2H-pyran-4-sulfonamide C(C)N(S(=O)(=O)C1CCOCC1)[C@@H](C(F)(F)F)C1=CC=C(C=C1)F